sodium (2S,3R)-4-[(2,2-dimethylpropanoyl)oxy]-2-ethyl-3-[(3-methylimidazol-4-yl)methyl]butanoate CC(C(=O)OC[C@@H]([C@@H](C(=O)[O-])CC)CC=1N(C=NC1)C)(C)C.[Na+]